F[C@@H]1CN(CC[C@@H]1NC1=NN2C(C(=N1)OC)=C(C=C2)C=2C=CC1=C(N(N=N1)[C@@H](CO)C)C2)C2COC2 (R)-2-(6-(2-(((3R,4S)-3-fluoro-1-(oxetan-3-yl)piperidin-4-yl)amino)-4-methoxypyrrolo[2,1-f][1,2,4]triazin-5-yl)-1H-benzo[d][1,2,3]triazol-1-yl)propan-1-ol